[K+].P(=O)([O-])([O-])O.[NH4+] monoammonium phosphate, potassium salt